PHENYLETHYLAMINE C1(=CC=CC=C1)CCN